C(C)(C)(C)NS(=O)(=O)C1=CC(=CC=C1)NC1=NC(=NC=C1C)NC1=CC=C(C=C1)N1CCC(CC1)N(C)CC1=C(C=CC=C1)C1C(NC(CC1)=O)=O N-(tert-butyl)-3-((2-((4-(4-((2-(2,6-dioxopiperidin-3-yl)benzyl)(methyl)amino)piperidin-1-yl)phenyl)amino)-5-methylpyrimidin-4-yl)amino)benzenesulfonamide